3-chloro-N-(1-cyanocyclopropyl)-1-(5-(difluoromethyl)-1,3,4-thiadiazol-2-yl)-5-(4-isobutyrylpiperazin-1-yl)-N-(4-methoxybenzyl)imidazo[1,5-a]pyridin-7-sulfonamide ClC1=NC(=C2N1C(=CC(=C2)S(=O)(=O)N(CC2=CC=C(C=C2)OC)C2(CC2)C#N)N2CCN(CC2)C(C(C)C)=O)C=2SC(=NN2)C(F)F